ClC=1N=CC=2C=C3C(=C(C2C1)S(=O)(=O)NCC(C)(C)F)CN(C3)S(=O)(=O)NCC(C)C 7-chloro-N9-(2-fluoro-2-methyl-propyl)-N2-isobutyl-1,3-dihydropyrrolo[3,4-g]isoquinoline-2,9-disulfonamide